(1R,3S,4R)-N-((R)-1-cyano-2-((R)-2-oxopiperidin-3-yl)ethyl)-2-((S)-3-cyclopropyl-2-((5-methylpyridin-3-yl)amino)propanoyl)-5,5-difluoro-2-azabicyclo[2.2.2]octane-3-carboxamide C(#N)[C@@H](C[C@@H]1C(NCCC1)=O)NC(=O)[C@H]1N([C@H]2CC([C@@H]1CC2)(F)F)C([C@H](CC2CC2)NC=2C=NC=C(C2)C)=O